[Ni].[Mn] manganese-nickel